O=C1N(C(C2=CC=CC=C12)=O)[C@@]1([C@@H](C1)C1=CC(=C(C=C1)C#N)F)C(=O)O.CC=1C=C(C=C(C1O)C)C(C)(C)C1=CC(=C(C(=C1)C)O)C bis(3,5-dimethyl-4-hydroxyphenyl)propane 1,3-dioxoisoindolin-2-yl-(1S,2S)-2-(4-cyano-3-fluorophenyl)cyclopropane-1-carboxylate